2-[(2E)-2-(aminomethyl)-3-fluoroprop-2-en-1-yl]-6-[6-(morpholin-4-yl)pyridin-3-yl][1,2,4]triazolo[4,3-a]pyridin-3(2H)-one NC/C(/CN1N=C2N(C=C(C=C2)C=2C=NC(=CC2)N2CCOCC2)C1=O)=C\F